N1(C=NC=C1)C(=O)NC1=NC(N(C=C1)C1=CC=C(CC2(CC2)N2CCC(CC2)NC(OC(C)(C)C)=O)C=C1)=O tert-Butyl (1-(1-(4-(4-(1H-imidazole-1-carboxamido)-2-oxopyrimidin-1(2H)-yl)benzyl)cyclopropyl)piperidin-4-yl)carbamate